(R)-N-(2,2-difluoro-1-(4-(trifluoromethyl)phenyl)ethyl)-N-methylmorpholine-4-sulfonamide FC([C@@H](C1=CC=C(C=C1)C(F)(F)F)N(S(=O)(=O)N1CCOCC1)C)F